C(CCCCCCCCCCCCCCC(C)C)(=O)OCCCCCCCCCCCCCC myristyl isostearate